NC1=C(C=C(C=C1C(C)C)NC(=O)C=1C(=NC(=NC1)C(F)(F)F)C1=CC(=C(C=C1)OC)OC)C(C)C N-(4-amino-3,5-diisopropylphenyl)-4-(3,4-dimethoxyphenyl)-2-(trifluoromethyl)pyrimidine-5-carboxamide